(5-Isopropyl-1H-pyrazol-3-yl)(6-(1-methyl-1H-pyrazole-3-carbonyl)-2,6-diazaspiro[3.3]heptan-2-yl)methanone C(C)(C)C1=CC(=NN1)C(=O)N1CC2(C1)CN(C2)C(=O)C2=NN(C=C2)C